C(C)(C)(C)N(C(O)=O)C1CCN(CC1)C1=NC=C(C=N1)O.CC1=CC=C2C(=N1)N=C(O2)N2CCN(CC2)C(=O)C2=CC=C(C=C2)N2CC(C2)OC2=CC=CC=C2 (4-(5-methyloxazolo[4,5-b]pyridin-2-yl)piperazin-1-yl)(4-(3-phenoxyazetidin-1-yl)phenyl)methanone tert-butyl-(1-(5-hydroxypyrimidin-2-yl)piperidin-4-yl)carbamate